O1C(=CC=C1)C1=NC2=CC=CC=C2C(=C1)C(=O)O 2-(furan-2-yl)quinoline-4-carboxylic acid